C(C)(C)C=1N(N=C2C=CC(=CC12)C1=CC(=NC=N1)N[C@@H]1CC[C@H](CC1)NC1CCOCC1)C trans-N1-(6-(3-isopropyl-2-methyl-2H-indazol-5-yl)pyrimidin-4-yl)-N4-(tetrahydro-2H-pyran-4-yl)cyclohexane-1,4-diamine